NC=1NC(C=2N=C(N(C2N1)[C@@H]1O[C@@H]([C@H]([C@H]1O)F)CO)OCC1=CC=CC=C1)=O 2-amino-8-(benzyloxy)-9-((2r,3s,4s,5r)-4-fluoro-3-hydroxy-5-(hydroxymethyl)tetrahydrofuran-2-yl)-1,9-dihydro-6H-purin-6-one